C(C)(C)(C)OC(=O)N[C@H](CC1=C(C2=NSC(=C2S1)N(C(OC(C)(C)C)=O)CC=1SC=CC1)C1=NC=CC=C1)C tert-butyl (S)-(5-(2-((tert-butoxycarbonyl)amino)propyl)-6-(pyridin-2-yl)thieno[3,2-c]isothiazol-3-yl)(thiophen-2-ylmethyl)carbamate